4-((4-chlorophthalazin-1-yl)amino)-1-(4-(5-(trifluoromethyl)pyrimidin-2-yl)piperazin-1-yl)butan-1-one ClC1=NN=C(C2=CC=CC=C12)NCCCC(=O)N1CCN(CC1)C1=NC=C(C=N1)C(F)(F)F